1,2-ditetradecylglycero-3-phospho-glycerol C(CCCCCCCCCCCCC)OCC(OCCCCCCCCCCCCCC)COP(=O)(O)OCC(O)CO